C(C)(C)(C)OC(=O)N1[C@H](CC(C[C@H]1C)CC(=O)OCC)C (2s,6r)-4-(2-ethoxy-2-oxoethyl)-2,6-dimethylpiperidine-1-carboxylic acid tert-butyl ester